(3aR,7aR)-4-(3-fluorophenyl)-3-(2-[2-(2-methoxyethoxy)ethoxy]ethyl)-octahydropyrrolo[3,2-b]pyridine FC=1C=C(C=CC1)N1[C@H]2[C@@H](CCC1)NCC2CCOCCOCCOC